OCCN(CCN(CCO)CCO)CCO N,N,N',N'-Tetrakis-(2-hydroxyethyl)-ethylendiamine